trans-3-(3-(methylsulfonyl)phenyl)-4-(4-(trifluoromethyl)benzyloxy)pyrrolidine CS(=O)(=O)C=1C=C(C=CC1)[C@@H]1CNC[C@H]1OCC1=CC=C(C=C1)C(F)(F)F